C(CCCCCCCCCCC)(=O)N(C1=NC(=NC(=N1)S)S)C(CCCCCCCCCCC)=O 6-Dilauroylamino-1,3,5-triazine-2,4-Dithiol